C(C)(C)(C)OC(=O)N[C@H](C(=O)O)CC1=CC=C(C=C1)I (S)-2-((tert-butoxycarbonyl)amino)-3-(4-iodophenyl)propionic acid